(1R,3S)-3-(2-(2-Chloro-5-isopropyl-8-oxothieno[2',3':4,5]pyrrolo[1,2-d][1,2,4]triazin-7(8H)-yl)acetamido)cyclohexane-1-carboxylic acid ClC1=CC2=C(C=C3N2C(=NN(C3=O)CC(=O)N[C@@H]3C[C@@H](CCC3)C(=O)O)C(C)C)S1